N-((S)-1-(6-((R)-Cyclopropyl((R*)-4,4,4-trifluoro-3-methylbutanamido)methyl)-1H-benzo[d]imidazol-2-yl)-4,4,4-trifluoro-3,3-dimethylbutyl)-4-methyl-1,2,5-oxadiazole-3-carboxamide C1(CC1)[C@H](C=1C=CC2=C(NC(=N2)[C@H](CC(C(F)(F)F)(C)C)NC(=O)C2=NON=C2C)C1)NC(C[C@H](C(F)(F)F)C)=O |o1:34|